OC1=CC=C2[C@@H]([C@@H](COC2=C1)C1=CC=CC=C1)C1=CC=C(C=C1)N1CC2(C1)CCC(CC2)C=O |r| rac-2-(4-((3R,4S)-7-hydroxy-3-phenylchroman-4-yl)phenyl)-2-azaspiro[3.5]nonane-7-carbaldehyde